BrC(C(=O)N)=CBr 2,3-dibromoacrylamide